11,11,11-trifluoro-1-undecene FC(CCCCCCCCC=C)(F)F